(2S,4S)-N-[7-Fluoro-2-[[2-oxo-3-(3-oxo-4H-pyrazino[2,3-b][1,4]oxazin-6-yl)-1-oxa-3,8-diazaspiro[4.5]decan-8-yl]methyl]indan-5-yl]-4-hydroxy-pyrrolidine-2-carboxamide FC=1C=C(C=C2CC(CC12)CN1CCC2(CN(C(O2)=O)C2=NC3=C(OCC(N3)=O)N=C2)CC1)NC(=O)[C@H]1NC[C@H](C1)O